N-(4-((2-methylpyridin-4-yl)amino)phenyl)-5-((6-morpholinoquinolin-4-yl)amino)picolinamide CC1=NC=CC(=C1)NC1=CC=C(C=C1)NC(C1=NC=C(C=C1)NC1=CC=NC2=CC=C(C=C12)N1CCOCC1)=O